(E)-2-(3,7-dimethylocta-2,6-dien-1-yl)-3-hydroxy-5-pentylphenyl 4-methylpiperazine-1-carboxylate CN1CCN(CC1)C(=O)OC1=C(C(=CC(=C1)CCCCC)O)C\C=C(\CCC=C(C)C)/C